1,3-di(t-butyloxyisopropyl)benzene C(C)(C)(C)OC(C)(C)C1=CC(=CC=C1)C(C)(C)OC(C)(C)C